C(C)(=O)OC1C(=O)NC(C1OC(C)=O)=O 2,3-diacetoxysuccinimide